C(CCCCCCC)C=1C(=O)NC(C1)=O 2-octylmaleimide